BrCCC1=CC(NC(N1)=S)=O 6-(2-bromoethyl)-2-thiouracil